COC1C2OCC=C(N2C1=O)C(=O)[O-] 7-methoxy-8-oxo-5-oxa-1-aza-bicyclo[4.2.0]oct-2-ene-2-carboxylate